F[C@@H]1CC=2N(C(=NC2)S)C1 (R)-6-fluoro-6,7-dihydro-5H-pyrrolo[1,2-c]imidazole-3-thiol